1-butyl-3-methylimidazole mesylate salt S(C)(=O)(=O)O.C(CCC)N1CN(C=C1)C